rel-(1R,2R)-2-{5-[({1-[(2S)-2-butanyl]-5-(3-phenylpropyl)-1H-pyrrole-2-yl}carbonyl)Amino]-2-(trifluoromethyl)phenyl}cyclopropanecarboxylic acid C[C@@H](CC)N1C(=CC=C1CCCC1=CC=CC=C1)C(=O)NC=1C=CC(=C(C1)[C@H]1[C@@H](C1)C(=O)O)C(F)(F)F |o1:27,28|